CC(C)(OC(NCCOCCOCCOCCOCCOCCOCCOCCOCCOCCOCCOCCOCCC(=O)ON1C(CCC1=O)=O)=O)C 2,5-dioxopyrrolidin-1-yl 2,2-dimethyl-4-oxo-3,8,11,14,17,20,23,26,29,32,35,38,41-tridecaoxa-5-azatetratetracontan-44-oate